2,4-dichloro-N-(3,5-dimethyltricyclo[3.3.1.13,7]dec-1-yl)benzenesulfonamide ClC1=C(C=CC(=C1)Cl)S(=O)(=O)NC12CC3(CC(CC(C1)C3)(C2)C)C